ClC(C(=O)Cl)(Cl)Cl 2,2,2-Trichloroacetyl chloride